(cis)-N1-((9R,2S)-2-(4-(1H-pyrazol-5-yl)phenyl)cyclopropyl)cyclohexane-1,4-diamine N1N=CC=C1C1=CC=C(C=C1)[C@H]1C(C1)N[C@@H]1CC[C@@H](CC1)N